8-chloro-1-methyl-2-oxo-4-{4-[4-(trifluoromethoxy)phenoxy]piperidin-1-yl}-1,2-dihydroquinoline-3-carbonitrile ClC=1C=CC=C2C(=C(C(N(C12)C)=O)C#N)N1CCC(CC1)OC1=CC=C(C=C1)OC(F)(F)F